BrC1=CC=C(C=C1)C(C)(C)C=1N=C(SC1)NC(=O)NCCCN1CC(CC1)O 1-(4-(2-(4-bromophenyl)-propan-2-yl)thiazol-2-yl)-3-(3-(3-hydroxypyrrolidin-1-yl)propyl)urea